C(C)(C)(C)C=1C=C(C=C(C1OC)C(C)(C)C)P(C1=C(C2=C(OCO2)C=C1)C1=C(C=CC=2OCOC21)P(C2=CC(=C(C(=C2)C(C)(C)C)OC)C(C)(C)C)C2=CC(=C(C(=C2)C(C)(C)C)OC)C(C)(C)C)C2=CC(=C(C(=C2)C(C)(C)C)OC)C(C)(C)C 5,5'-Bis[di(3,5-di-tert-butyl-4-methoxyphenyl)phosphino]-4,4'-bi-1,3-benzodioxole